COC=1C=C2C=CN(C2=CC1)S(=O)(=O)C1=CC=C(C=C1)OC 5-methoxy-1-[(4-methoxyphenyl)sulfonyl]-1H-indol